rel-N-(6-amino-5-methyl-3-pyridyl)-2-[(2S,4R,5S)-4-isopropoxy-5-methyl-2-phenyl-1-piperidyl]-2-oxo-acetamide NC1=C(C=C(C=N1)NC(C(=O)N1[C@@H](C[C@H]([C@H](C1)C)OC(C)C)C1=CC=CC=C1)=O)C |o1:12,14,15|